C(C1=CC=CC=C1)OC1CCC(CC1)C(C)(C)NC[C@H](O)C1=CC(=CC=C1)F (R)-2-((2-((1s,4S)-4-(Benzyloxy)cyclohexyl)propan-2-yl)amino)-1-(3-fluoro-phenyl)ethan-1-ol